BrC=1C(N(C(N(N1)CC1=CC=C(C=C1)OC)=O)C)=O 6-bromo-2-[(4-methoxyphenyl)methyl]-4-methyl-1,2,4-triazine-3,5-dione